ClC1=C(C(=O)OC)C=CC(=C1)OC1=CC=CC=2C=C(OC21)C2CC2 methyl 2-chloro-4-((2-cyclopropylbenzofuran-7-yl)oxy)benzoate